acetylenemonool C(#C)O